trans-2-methyl-N-(4-(((3-methyloxetan-3-yl)methyl)(phenyl)amino)cyclohexyl)-1H-indole-3-carboxamide CC=1NC2=CC=CC=C2C1C(=O)N[C@@H]1CC[C@H](CC1)N(C1=CC=CC=C1)CC1(COC1)C